C1=CC=CC=2C3=CC=CC=C3OP(C12)=S 9,10-dihydro-9-oxa-10-phosphaphenanthrene-10-sulfide